2-(4-cyclohexylphenyl)-1H-benzo[d]imidazol-5-amine C1(CCCCC1)C1=CC=C(C=C1)C1=NC2=C(N1)C=CC(=C2)N